C(C1=CC=CC=C1)N1C[C@H](CC1)N (3S)-1-benzyl-pyrrolidin-3-amine